C(C)(C)(C)OC(=O)N1CC=2N=NC=3CCCCC3C2C1 1,3,6,7,8,9-hexahydro-pyrrolo[3,4-c]cinnoline-2-carboxylic acid tert-butyl ester